ClC1=C(C=C(C=C1)[C@@H]1[C@H](C1)NC(N([C@H]1CN(CCC1)C=1N=NC=CC1)C)=O)C 3-[(1S,2R)-2-(4-chloro-3-methylphenyl)cyclopropyl]-1-methyl-1-[(3R)-1-(pyridazin-3-yl)piperidin-3-yl]urea